ethyl 2-(3-bromo-5-nitrophenyl)-2,2-difluoroacetate BrC=1C=C(C=C(C1)[N+](=O)[O-])C(C(=O)OCC)(F)F